Cl.CC1(NN(C(=C1)C1=CC=CC=C1)CC(=O)N[C@@H](C(C)C)OB(O)O)C1=CC(=CC=C1)OCCN1CCCC1 (R)-(3-Methyl-1-(2-(5-phenyl-3-(3-(2-(pyrrolidin-1-yl)ethoxy)phenyl)-1H-pyrazol-1-yl)acetamido)isobutyl)borate hydrochloride